C(C)(C)(C)OC(=O)N1C[C@@H](N(CC1)[C@H]1COC[C@H]1O[Si](C1=CC=CC=C1)(C1=CC=CC=C1)C(C)(C)C)C (S)-4-((3S,4S)-4-((tert-butyldiphenylsilyl)oxy)tetrahydrofuran-3-yl)-3-methylpiperazine-1-carboxylic acid tert-butyl ester